COC(=O)C1=CC=NN1C(CN1CCOCC1)C 1-(1-Morpholinopropan-2-yl)-1H-pyrazole-5-carboxylic acid methyl ester